ClC=1C=C(C=C(C1OC1=NC=C(C(=C1)CS(=O)(=O)C)O)Cl)N1N=C(C(NC1=O)=O)C(F)F 2-[3,5-dichloro-4-[[5-hydroxy-4-(methylsulfonylmethyl)-2-pyridinyl]oxy]phenyl]-6-(difluoromethyl)-1,2,4-triazine-3,5-dione